(3-cyano-4-isobutoxyphenyl)-4-methylthiazole C(#N)C=1C=C(C=CC1OCC(C)C)C=1SC=C(N1)C